1-(4-cyanobiphenyl-4'-yl)-6-(4-cyanobiphenyl-4'-yloxy)hexane C(#N)C1=CC=C(C=C1)C1=CC=C(C=C1)CCCCCCOC1=CC=C(C=C1)C1=CC=C(C=C1)C#N